N,N-Diethyl-3,4-difluorobenzenesulfonamide C(C)N(S(=O)(=O)C1=CC(=C(C=C1)F)F)CC